BrC1=C(C=C2C(=NC(=NC2=C1F)CO)N1CCN(CC1)C(=O)OC(C)(C)C)Cl tert-Butyl 4-(7-bromo-6-chloro-8-fluoro-2-(hydroxymethyl)quinazolin-4-yl)piperazine-1-carboxylate